OC1C(NC2=CC=CC=C2C1C1=CC=CC=C1)=O 3-hydroxy-4-phenyl-3,4-dihydroquinolinone